tert-butyl 6-[7-chloro-8-fluoro-2-(methylsulfanyl)pyrido[4,3-d]pyrimidin-4-yl]-3-azabicyclo[4.1.0]heptane-3-carboxylate ClC1=C(C=2N=C(N=C(C2C=N1)C12CCN(CC2C1)C(=O)OC(C)(C)C)SC)F